9-chloro-4-(4-(4-(dimethoxymethyl)piperidin-1-yl)phenyl)-3-methyl-10H-chromeno[3,2-b]pyridin-10-one ClC=1C=2C(C3=NC=C(C(=C3OC2C=CC1)C1=CC=C(C=C1)N1CCC(CC1)C(OC)OC)C)=O